2,3-diglycidyl-naphthalene tert-butyl-(7-bromo-1-tosyl-1,2,3,4-tetrahydroquinolin-4-yl)carbamate C(C)(C)(C)N(C(O)=O)C1CCN(C2=CC(=CC=C12)Br)S(=O)(=O)C1=CC=C(C)C=C1.C(C1CO1)C1=CC2=CC=CC=C2C=C1CC1CO1